methyl-6-(2-methyl-2H-indazol-5-yl)-N-(piperidin-4-yl)-1,3-benzothiazol-2-amine hydrochloride Cl.CC1=CC(=CC2=C1N=C(S2)NC2CCNCC2)C2=CC1=CN(N=C1C=C2)C